2,3,3-trimethyl-4-methylenetetrahydro-2H-pyran CC1OCCC(C1(C)C)=C